40-hydroxytetracontyl myristoleate C(CCCCCCC\C=C/CCCC)(=O)OCCCCCCCCCCCCCCCCCCCCCCCCCCCCCCCCCCCCCCCCO